3-[(1-methylpyrazol-4-yl)methyl]-6-{[2-(1-methylpyrazol-4-yl)-4-pyridyl]oxy}quinazolin-4-one CN1N=CC(=C1)CN1C=NC2=CC=C(C=C2C1=O)OC1=CC(=NC=C1)C=1C=NN(C1)C